C(C(C)(C)C)(=O)OCN1N=NC(=C1)C1CN(C1)C=1OC(=NN1)C=1C=NC(=NC1)NC1CC2=CC=C(C=C2C1)OC (4-(1-(5-(2-((5-methoxy-2,3-dihydro-1H-inden-2-yl)amino)pyrimidin-5-yl)-1,3,4-oxadiazol-2-yl)azetidin-3-yl)-1H-1,2,3-triazol-1-yl)methyl pivalate